BrC1=CC(=C(C2=C1N=C(S2)N)F)F 4-bromo-6,7-difluoro-1,3-benzothiazol-2-amine